(3-bromophenyl)pyridazin-3(2H)-one BrC=1C=C(C=CC1)N1N=CC=CC1=O